(3s,4r)-4-(5-chloro-2-pyridinyl)-3-methyl-piperidine-1-carboxylic acid tert-butyl ester C(C)(C)(C)OC(=O)N1C[C@H]([C@@H](CC1)C1=NC=C(C=C1)Cl)C